[Si](C)(C)(C(C)(C)C)OCCN1N=CC2=CC(=CC=C12)/C=C/C=1SC2=C(N1)C=CC(=C2)OCOC (E)-2-(2-(1-(2-((tert-Butyldimethylsilyl)oxy)ethyl)-1H-indazol-5-yl)vinyl)-6-(methoxymethoxy)benzo[d]thiazole